C(CC)C1=CC=2C=CC=3C=CNC3C2NS1(=O)=O 3-propyl-1,9-dihydro-[1,2]thiazino[4,3-g]indole 2,2-dioxide